C(C)(C)(C)[C@H]1N2C(C=3N(N=C4C(=CC=CC34)OCCCCCCCC(OCCC)=O)C1)=CC(C(=C2)C(=O)OC)=O methyl (R)-6-(tert-butyl)-2-oxo-10-((8-oxo-8-propoxyoctyl)oxy)-6,7-dihydro-2H-pyrido[2',1':3,4]pyrazino[1,2-b]indazole-3-carboxylate